FC(OC=1C(=NC=CC1)N1CCNCC1)(F)F 1-(3-(Trifluoromethoxy)pyridin-2-yl)piperazine